CN1C(NCC1=O)=S 3-methyl-2-thioxo-4-imidazolidinone